3,4-difluoro-3-cyclobutene-1,2-dione FC=1C(C(C1F)=O)=O